((((((S)-1,4-dicyclopentadienoxy-1,4-dioxobutan-2-yl) amino) (phenoxy) phosphoryl) oxy) methyl) tetrahydrofuran-3,4-diyldiacetate O1CC(C(C1)CC(=O)[O-])CC(=O)OCOP(=O)(OC1=CC=CC=C1)N[C@H](C(=O)OC1=CC=CC1)CC(=O)OC1=CC=CC1